C1(CC1)C([C@@H](C(=O)NC=1C=NN(C1)CC1=NN=CN1C)NC(=O)C=1N(N=CC1)C(C)C)C1CC1 N-[(1S)-1-(dicyclopropyl-methyl)-2-[[1-[(4-methyl-1,2,4-triazol-3-yl)methyl]-pyrazol-4-yl]amino]-2-oxo-ethyl]-2-isopropyl-pyrazole-3-carboxamide